N-[(1S)-1-{1-[5-(morpholin-4-ylsulfonyl)pyridin-2-yl]-1H-1,2,4-triazol-5-yl}ethyl]-3,5-bis(trifluoromethyl)benzamide N1(CCOCC1)S(=O)(=O)C=1C=CC(=NC1)N1N=CN=C1[C@H](C)NC(C1=CC(=CC(=C1)C(F)(F)F)C(F)(F)F)=O